r-styrene C=CC1=CC=CC=C1